3-(4-methylpyridin-3-yl)-2,7-naphthyridine-1,6-diamine CC1=C(C=NC=C1)C=1N=C(C2=CN=C(C=C2C1)N)N